(R)-1-((S)-7-((5-(1,2-dimethyl-1H-imidazol-4-yl)-6-methylpyridin-2-yl)amino)-5-azaspiro[2.4]hept-5-yl)-2-(5-fluoro-2-methoxypyridin-4-yl)propan-1-one CN1C(=NC(=C1)C=1C=CC(=NC1C)N[C@@H]1CN(CC12CC2)C([C@H](C)C2=CC(=NC=C2F)OC)=O)C